[N+](=O)([O-])C1=CC=C(CN2C(NC(C(=C2)F)=O)=O)C=C1 4-nitrobenzyl-5-fluoro-2,6-dioxo-3,6-dihydropyrimidine